O[C@@]1([C@@H](CC[C@H](C1)C)C(C)C)C(=O)NC[C@@H](C1=CC(=CC=C1)CO)O (1s,2s,5R)-1-hydroxy-N-((2R)-hydroxy-2-(3-(hydroxymethyl)phenyl)ethyl)-2-isopropyl-5-methylcyclohexane-1-carboxamide